COC1=CC=C(CN(C2=NC(=NC=3N2N=CC3C=3C=NN(C3)C)N3CCOCC3)CC3=CC=C(C=C3)OC)C=C1 N,N-bis(4-methoxybenzyl)-8-(1-methyl-1H-pyrazol-4-yl)-2-(morpholin-4-yl)pyrazolo[1,5-a][1,3,5]triazin-4-amine